tetrafluorocyclopentadiene FC1=C(C(=C(C1)F)F)F